ClC1=C(C=C(C=C1)Cl)[C@H](CCN(C(C(=O)OCC)C1=C(C(=CC=C1)C)C1CCC(CC1)OC(F)F)C)C1CCN(CC1)C ethyl 2-(((R)-3-(2,5-dichlorophenyl)-3-(1-methylpiperidin-4-yl)propyl)(methyl)amino)-2-(2-((1r,4R)-4-(difluoromethoxy)cyclohexyl)-3-methylphenyl)acetate